N'-hydroxy-4-methyl-piperidine-1-carboxamidine ON=C(N)N1CCC(CC1)C